ClCC(=O)NCCCNC1=NC2=CC(=C(C=C2C(=N1)NC1C(CN(CC1)C1CCCCC1)C)OC)OC 2-chloro-N-(3-((4-((1-cyclohexyl-3-methylpiperidin-4-yl)amino)-6,7-dimethoxyquinazolin-2-yl)amino)propyl)acetamide